C(C)(C)(C)C1=CC=C(C=C1)CSC=1C=CC(=NC1C1=NC2=C(N1C)C=CC(=C2)C(F)(F)F)C(=NOCC)N 5-[(4-tert-butylphenyl)methylthio]-N'-ethoxy-6-[1-methyl-5-(trifluoromethyl)benzimidazol-2-yl]pyridine-2-carboxamidine